4-(4-((4-([1,2,4]triazolo[1,5-a]pyridin-7-yloxy)-3-methylphenyl)amino)-7-bromopyrido[3,2-d]pyrimidin-6-yl)-2-(hydroxymethyl)-1,4-diazepane-1-carboxylic acid tert-butyl ester C(C)(C)(C)OC(=O)N1C(CN(CCC1)C=1C(=CC=2N=CN=C(C2N1)NC1=CC(=C(C=C1)OC1=CC=2N(C=C1)N=CN2)C)Br)CO